1-((2R,5S)-4-((S)-6-chloro-7-(3-cyclopropyl-5-methyl-1H-indazol-4-yl)-2-(2-(3,3-difluoroazetidin-1-yl)ethoxy)-8-fluoroquinazolin-4-yl)-2,5-dimethylpiperazin-1-yl)prop-2-en-1-one ClC=1C=C2C(=NC(=NC2=C(C1C1=C2C(=NNC2=CC=C1C)C1CC1)F)OCCN1CC(C1)(F)F)N1C[C@H](N(C[C@@H]1C)C(C=C)=O)C